tert-butyl (2R)-2-(prop-2-ynoxymethyl)morpholine-4-carboxylate C(C#C)OC[C@H]1CN(CCO1)C(=O)OC(C)(C)C